C(C)OC(=O)C1C2C3C4C=CC(C3C(C1)C2)C4 8-ethoxycarbonyltetracyclo[4.4.0.12,5.17,10]dodec-3-ene